C[C@@H](N)CC1=CNC=N1 (R)-α-methylhistamine